3-(3-(1,1-dimethyl-1,2,3,4-tetrahydroisoquinoline-2-carbonyl)phenyl)-8-(furan-3-yl)-2-methyl-5,6-dihydro-2H-2,6-methanobenzo[g][1,3,5]oxadiazocin-4(3H)-one CC1(N(CCC2=CC=CC=C12)C(=O)C=1C=C(C=CC1)N1C2(OC3=C(C(NC1=O)C2)C=C(C=C3)C3=COC=C3)C)C